1-(4-(5-(chlorodifluoromethyl)-1,2,4-oxadiazol-3-yl)phenyl)-2-(isopropylsulfanyl)ethan-1-one ClC(C1=NC(=NO1)C1=CC=C(C=C1)C(CSC(C)C)=O)(F)F